FC1=C(C(=C(C(=C1F)F)F)F)P(C1=C(C(=C(C(=C1F)F)F)F)F)C1=C(C(=C(C(=C1F)F)F)F)F tris(2,3,4,5,6-penta-fluorophenyl)phosphine